S(=O)(=O)([O-])[O-].[NH4+].C1(=CC=CC=C1)OC=CC.[NH4+] propenyl phenyl ether ammonium sulfate